ethyl 2-(6,7-dihydro-5H-pyrrolo[1,2-c]imidazol-1-yl)-2-(6-(4-((dimethylamino)methyl)phenyl)-7-methyl-4-(trifluoromethyl)-2H-indazol-2-yl)acetate C1(=C2N(C=N1)CCC2)C(C(=O)OCC)N2N=C1C(=C(C=C(C1=C2)C(F)(F)F)C2=CC=C(C=C2)CN(C)C)C